2-((6-chloro-2-methylpyrimidin-4-yl)amino)-N-(2-chloro-4-(trifluoromethyl)thiophen-3-yl)thiazole-5-carboxamide Dimethyl-4,5-bis(2-((methylsulfonyl)oxy)ethyl)phthalate COC(C=1C(C(=O)OC)=CC(=C(C1)CCOS(=O)(=O)C)CCOS(=O)(=O)C)=O.ClC1=CC(=NC(=N1)C)NC=1SC(=CN1)C(=O)NC1=C(SC=C1C(F)(F)F)Cl